methyl 10-{2-[7-(dimethylamino)hexadecyl]cyclopropyl}decanoate CN(C(CCCCCCC1C(C1)CCCCCCCCCC(=O)OC)CCCCCCCCC)C